NCCNCC=1C=C2C(N(C(C2=CC1)=O)C=1C(=C(C=CC1)C1=CC=CC=C1)C)=O 5-(((2-aminoethyl)amino)methyl)-2-(2-methyl-[1,1'-biphenyl]-3-yl)isoindole-1,3-dione